tert-Butyl 4-(6-bromo-7-chloroquinazolin-4-yl)piperidine-1-carboxylate BrC=1C=C2C(=NC=NC2=CC1Cl)C1CCN(CC1)C(=O)OC(C)(C)C